C(CCCCCCC\C=C/CCCCCCCC)(=O)OCC(CO)(CO)CO monopentaerythritol oleate